FC1=CC=C(C=C1)SC=1C=C2C=C(NC2=CC1)C(=O)NS(=O)(=O)C=1C=C(C=CC1)C1=CC(=CC=C1)C(=O)O 3'-(N-(5-((4-fluorophenyl)thio)-1H-indole-2-carbonyl)sulfamoyl)-[1,1'-biphenyl]-3-carboxylic acid